C1=CSC=2C=CC=3C=C4C=C5C=CC=CC5=CC4=CC3C21 thienotetracene